2-(3-(7-chloro-6-(4-(1-hydroxycyclobutyl)phenyl)-2-oxo-1,2-dihydroquinolin-3-yl)phenyl)acetic acid ClC1=C(C=C2C=C(C(NC2=C1)=O)C=1C=C(C=CC1)CC(=O)O)C1=CC=C(C=C1)C1(CCC1)O